p-isopropyl-alpha-octylhydrocinnamaldehyde C(C)(C)C1=CC=C(CC(C=O)CCCCCCCC)C=C1